N[C@H](C)C=1C=C(C=C2C(N(C(=NC12)C1=CC=C(C=C1)Cl)C)=O)C (R)-8-(1-aminoethyl)-2-(4-chlorophenyl)-3,6-dimethylquinazolin-4(3H)-one